(1R,3S)-1-(3-bromo-4-fluorobenzyl)-3-((tert-butoxycarbonyl)amino)cyclopentane-1-carboxylic acid BrC=1C=C(C[C@]2(C[C@H](CC2)NC(=O)OC(C)(C)C)C(=O)O)C=CC1F